6-((4-(6-selenocyano-1-(tetrahydro-2H-pyran-2-yl)-1H-indazol-4-yl)-1H-1,2,3-triazol-1-yl)methyl)-1H-indole-1-carboxylic acid tert-butyl ester C(C)(C)(C)OC(=O)N1C=CC2=CC=C(C=C12)CN1N=NC(=C1)C1=C2C=NN(C2=CC(=C1)[Se]C#N)C1OCCCC1